COC=1C=C2C=CC(=NC2=CC1)C=CC1=NC2=CC=C(C=C2C=C1)OC 1,2-bis(6-methoxyquinolin-2-yl)ethylene